1-(5-chloro-2-methoxyphenyl)-3-(isoquinolin-4-yl)-2-oxoimidazolidine-4-carbonitrile ClC=1C=CC(=C(C1)N1C(N(C(C1)C#N)C1=CN=CC2=CC=CC=C12)=O)OC